C=C1C2C(C(=O)OC2=O)CC=C1 methylene-1,2,3,6-tetrahydrophthalic anhydride